CC(C)(C)[S@@](=O)N[C@@H]1C=2C(=NC=CC2)CC12CCN(CC2)C=2C=1N(C(=C(N2)C)C=2C(N(C=CC2)C)=O)N=CC1 (R)-2-methyl-N-[(5S)-1'-[6-methyl-7-(1-methyl-2-oxo-3-pyridinyl)pyrazolo[1,5-a]pyrazin-4-yl]spiro[5,7-dihydrocyclopenta[b]pyridin-6,4'-piperidin]-5-yl]propane-2-sulfinamide